C1(=O)OCC2=CC=CC=C12.[C] carbon phthalide